(2-methoxy-3-(1-methyl-1H-1,2,4-triazol-3-yl)phenyl)amino-N-methylpyridazine-3-carboxamide COC1=C(C=CC=C1C1=NN(C=N1)C)NC1=C(N=NC=C1)C(=O)NC